(E)-ethyl 4-bromo-2-((2-(((tert-butylsulfinyl)imino)methyl)-6-chlorophenyl)thio)benzoate BrC1=CC(=C(C(=O)OCC)C=C1)SC1=C(C=CC=C1Cl)/C=N/S(=O)C(C)(C)C